C(C1=CC=CC=C1)N1N=C(C(=C1CF)C(=O)NC1CC1)C(F)F benzyl-N-cyclopropyl-3-(difluoromethyl)-5-fluoromethyl-1H-pyrazole-4-amide